oleic acid behenate C(CCCCCCCCCCCCCCCCCCCCC)(=O)O.C(CCCCCCC\C=C/CCCCCCCC)(=O)O